COC=1C=C(CNC(C(O)[C@H]2N(CC(C2)(F)F)C(CNC(=O)C2=CC=NC3=C(C=CC=C23)NC(CCCN(C)C)=O)=O)=O)C=CC1OC N-(2-((2S)-2-(2-((3,4-dimethoxybenzyl)amino)-1-hydroxy-2-oxoethyl)-4,4-difluoropyrrolidin-1-yl)-2-oxoethyl)-8-(4-(dimethylamino)butanamido)quinoline-4-carboxamide